C1(CC1)C=1N=NN(C1)[C@H](C(=O)N1[C@@H](C[C@H](C1)O)C(=O)NCC1=NC2=CC=CC=C2C(=C1)O)C(C)(C)C (2S,4R)-1-[(2S)-2-(4-cyclopropyltriazol-1-yl)-3,3-dimethyl-butanoyl]-4-hydroxy-N-[(4-hydroxy-2-quinolyl)methyl]pyrrolidine-2-carboxamide